COCC1(CCC(CC1)C=1C(=NN2C1CN(CC2)C(CC#N)=O)CN(CCNC)C)COC 3-(3-(4,4-bis(methoxy-methyl)cyclohexyl)-2-((methyl(2-(methylamino)-ethyl)amino)methyl)-6,7-dihydropyrazolo[1,5-a]-pyrazin-5(4H)-yl)-3-oxopropanenitrile